N-cyclohexyl-3-((4-((6,7-dimethoxyquinolin-4-yl)oxy)-3-fluorophenyl)amino)-1-methyl-1H-pyrazole-4-carboxamide C1(CCCCC1)NC(=O)C=1C(=NN(C1)C)NC1=CC(=C(C=C1)OC1=CC=NC2=CC(=C(C=C12)OC)OC)F